N-methyl-D-Tryptophan CN[C@H](CC1=CNC2=CC=CC=C12)C(=O)O